C(#N)C=1C=CC(=C(C1)C=1N(C=C(N1)C#N)C)C1=CC(=NC(=C1)C1CC1)N1C=C(C=2C=C(NC2C1=O)CNC1(CCC1)C)C1CC1 2-[5-cyano-2-(6-cyclopropyl-2-{4-cyclopropyl-2-[(1-methylcyclobutylamino)methyl]-7-oxo-1,6-dihydro-1,6-diaza-6-indenyl}-4-pyridyl)phenyl]-1-methyl-4-imidazolecarbonitrile